OC1=C(C=CC(=C1)O)C=1N=C(SC1)NC(=O)C1CCC(CC1)CO N-(4-(2,4-dihydroxyphenyl)thiazol-2-yl)-4-(hydroxymethyl)cyclohexanamide